(R)-4-isopropyl-thiazolidine C(C)(C)[C@H]1NCSC1